6-[4-[acetyl-(2,2-difluoroethyl)amino]phenyl]-N-(3-pyridylmethyl)pyridine-3-carboxamide C(C)(=O)N(C1=CC=C(C=C1)C1=CC=C(C=N1)C(=O)NCC=1C=NC=CC1)CC(F)F